ethyl (R)-2-amino-5-(2-(5-fluoro-2-methoxypyridin-3-yl) pyrrolidin-1-yl)pyrazolo[1,5-a]pyrimidine-3-carboxylate NC1=NN2C(N=C(C=C2)N2[C@H](CCC2)C=2C(=NC=C(C2)F)OC)=C1C(=O)OCC